OC1CCC(CC1)NC(=O)C=1C(=C2C(=NC1)SC(=C2)C2=CN=CS2)NC2COC2 N-((1s,4s)-4-Hydroxycyclohexyl)-4-(oxetan-3-ylamino)-2-(thiazol-5-yl)thieno[2,3-b]pyridin-5-carboxamid